C1=CN=C(N1)[N+](=O)[O-] The molecule is an imidazole that is 1H-imidazole substituted at position 2 by a nitro group. It has a role as an antitubercular agent. It is a C-nitro compound and a member of imidazoles. It derives from a 1H-imidazole.